5-sulfonyl-1,4-dihydropyridine S(=O)(=O)=C1CC=CNC1